2-((6-((5-((3S,4S)-4-amino-3-methyl-2-oxa-8-azaspiro[4.5]decan-8-yl)pyrazin-2-yl)thio)-5-chloro-4-oxoquinazoline-3(4H)-yl)methyl)benzenesulfonyl fluoride N[C@@H]1[C@@H](OCC12CCN(CC2)C=2N=CC(=NC2)SC=2C(=C1C(N(C=NC1=CC2)CC2=C(C=CC=C2)S(=O)(=O)F)=O)Cl)C